[N].N[C@@H](CC1=CC=CC=C1)C(=O)O phenylalanine nitrogen